(S)-2-(pyrrolidin-2-yl)-benzoxazole N1[C@@H](CCC1)C=1OC2=C(N1)C=CC=C2